(5R,8S)-N-(4,5-Dichloro-2-fluorophenyl)-1-fluoro-4-(3-methoxypropoxy)-6,7,8,9-tetrahydro-5H-5,8-epiminocyclohepta[c]pyridine-10-carboxamide ClC1=CC(=C(C=C1Cl)NC(=O)N1[C@@H]2CC[C@H]1CC=1C(=NC=C(C12)OCCCOC)F)F